6-([1,2,4]triazolo[1,5-a]pyridin-2-yl)-7-fluoro-2-(((1R,3S)-3-((6-oxo-5-(trifluoromethyl)-1,6-dihydropyridazin-4-yl)amino)cyclohexyl)methyl)isoquinolin-1(2H)-one N=1C(=NN2C1C=CC=C2)C=2C=C1C=CN(C(C1=CC2F)=O)C[C@H]2C[C@H](CCC2)NC=2C=NNC(C2C(F)(F)F)=O